CNC=1C=2N=CN([C@H]3[C@H](OC)[C@H](O)[C@@H](CO)O3)C2N=CN1 N6-methyl-O2'-methyladenosine